CC1=C(C=CC=C1NC(C1=NC=C(C=C1)CN1CC(CC1)(F)F)=O)C1=C(C(=CC=C1)NC(C1=NC=C(C=C1)CN1CC(CC1)(F)F)=O)C N,N'-(2,2'-dimethyl-[1,1'-biphenyl]-3,3'-diyl)bis(5-((3,3-difluoropyrrolidin-1-yl)methyl)picolinamide)